ClC1=C(C=2N=C(NC(C2C(=N1)OC(COCOC)C1[C@H]2CC[C@@H](CN1)N2C(=O)OC(C)(C)C)=O)SC)F tert-butyl (1R,5S)-2-(1-((7-chloro-8-fluoro-2-(methylthio)-4-oxo-3,4-dihydropyrido[4,3-d]pyrimidin-5-yl)oxy)-2-(methoxymethoxy)ethyl)-3,8-diazabicyclo[3.2.1]octane-8-carboxylate